ClC1=CC=C2C(=N1)SCCC2NS(=O)C(C)(C)C N-(7-chloro-3,4-dihydro-2H-thiopyrano[2,3-b]pyridin-4-yl)-2-methylpropane-2-sulfinamide